C(C)OC(=O)C1=C(N=NN1CC1=CC=C(C=C1)OC)OCC1=C(N=NN1C)C1=NC(=C(C=C1)Br)CC 4-((4-(5-bromo-6-ethylpyridin-2-yl)-1-methyl-1H-1,2,3-triazol-5-yl)methoxy)-1-(4-methoxybenzyl)-1H-1,2,3-triazole-5-carboxylic acid ethyl ester